BrN1C(C2(C)C(C)(C)C(C1=O)CC2)=O N-bromocamphorimide